FC1=C(C=CC=C1)C1(N=CC(=N1)C1=C(C=CC=C1)F)C 2,4-bis(2-fluorophenyl)-2-methyl-2H-imidazole